pentyloxybiphenyl-4-boronic acid C(CCCC)OC1=C(C=CC(=C1)B(O)O)C1=CC=CC=C1